potassium hydroxide, carbonic acid salt C(O)(O)=O.[OH-].[K+]